The molecule is an organic hydroxy compound resulting from the hydrolysis of the the pivalate ester group of the proherbicide pinoxaden. It has a role as an agrochemical, an EC 6.4.1.2 (acetyl-CoA carboxylase) inhibitor, an environmental contaminant, a xenobiotic and a herbicide. It is a pyrazolooxadiazepine, an organic hydroxy compound and a member of benzenes. CCC1=CC(=CC(=C1C2=C(N3CCOCCN3C2=O)O)CC)C